C(#N)C1=C(C=C(C=N1)N1C(N(C(C1=O)(C)C)CCC(=O)O)=S)C(F)(F)F 3-(3-(6-cyano-5-(trifluoromethyl)pyridin-3-yl)-5,5-dimethyl-4-oxo-2-thioxo-imidazolidin-1-yl)propanoic acid